(S)-N-(2-(7-oxa-1-azaspiro[4.4]non-3-en-4-yl)thieno[2,3-b]pyridin-4-yl)benzo[d]thiazol-5-amine N1CC=C([C@@]12COCC2)C2=CC=1C(=NC=CC1NC=1C=CC3=C(N=CS3)C1)S2